BrC1=C(C=CC=C1)C1N(CC(CC1)F)CC1=CC=C(C=C1)OC 2-(2-bromophenyl)-5-fluoro-1-(4-methoxybenzyl)piperidine